N-(1,3-Benzodioxol-5-yl)-3-(3-isopropyl-4,5,6,7-tetrahydroindazol-1-yl)-N-methylbenzamid O1COC2=C1C=CC(=C2)N(C(C2=CC(=CC=C2)N2N=C(C=1CCCCC21)C(C)C)=O)C